FC1=C2C(N(C(=NC2=C(C=C1C)[C@@H](C)NC1=C(C(=O)O)C=CC=C1)N1CCOCC1)C)=O 2-[[(1R)-1-(5-fluoro-3,6-dimethyl-2-morpholino-4-oxo-quinazolin-8-yl)ethyl]amino]benzoic acid